C(C1=CC=CC=C1)C1=NC(=NN1)C(=O)N[C@@H]1C(N(C2=C(OC1)C=CC(=C2)N2CCC1(CCOC1)CC2)C)=O (S)-5-benzyl-N-(5-methyl-4-oxo-7-(2-oxa-8-azaspiro[4.5]decan-8-yl)-2,3,4,5-tetrahydrobenzo[b][1,4]oxazepin-3-yl)-1H-1,2,4-triazole-3-carboxamide